1-(2-(2,6-Dioxopiperidin-3-yl)-6-fluoro-1,3-dioxoisoindolin-5-yl)azetidine-3-carbaldehyde O=C1NC(CCC1N1C(C2=CC(=C(C=C2C1=O)N1CC(C1)C=O)F)=O)=O